S(=O)(=O)(C1=CC=C(C)C=C1)N1C(=CC=C1)C(C)C1=NC=CC=C1 2-(1-(1-tosyl-1H-pyrrol-2-yl)ethyl)pyridine